FC=1C(=CC2=C(N(C(=N2)C2=CC=C(C=C2)S(=O)(=O)C)C)C1)C1CCN(CC1)C1CC2CCC(C1)N2C2COC2 6-Fluoro-1-methyl-2-(4-(methylsulfonyl)phenyl)-5-(1-(8-(oxetan-3-yl)-8-azabicyclo[3.2.1]octan-3-yl)piperidin-4-yl)-1H-benzo[d]imidazol